C(C)(C)N1N=CC=2C1=NC(=NC2NC=2N=CN(C2)C2=CC(=C(C(=C2)OC)OC)OC)\C(=C/C(=O)OCC)\C (Z)-ethyl 3-(1-isopropyl-4-((1-(3,4,5-trimethoxyphenyl)-1H-imidazol-4-yl)amino)-1H-pyrazolo[3,4-d]pyrimidin-6-yl)but-2-enoate